4-(benzo[D]oxazol-2-yl)aniline O1C(=NC2=C1C=CC=C2)C2=CC=C(N)C=C2